1-(4-CYCLOPROPYLPYRIDIN-2-YL)-N-(1-METHYLINDAZOL-7-YL)PYRAZOLE-4-SULFONAMIDE C1(CC1)C1=CC(=NC=C1)N1N=CC(=C1)S(=O)(=O)NC=1C=CC=C2C=NN(C12)C